(2'-(4,4-difluorocyclohexyl)-3-fluoro-[2,4'-bipyridine]-3'-yl)carbamic acid tert-butyl ester C(C)(C)(C)OC(NC=1C(=NC=CC1C1=NC=CC=C1F)C1CCC(CC1)(F)F)=O